tetradeca-2,4,6-triene-5,6-dicarboxylate CC=CC=C(C(=CCCCCCCC)C(=O)[O-])C(=O)[O-]